FC1([C@H]2CC(C[C@@H]12)OC1=CC=C2CCN(CC2=C1)C(C=C)=O)F 1-(7-(((1R,3r,5S)-6,6-difluorobicyclo[3.1.0]hexan-3-yl)oxy)-3,4-dihydroisoquinolin-2(1H)-yl)prop-2-en-1-one